NC=1N(N=C2CN(CCC21)C(=O)C2=CC=CC=C2)C(=O)C2CCNC1=CC=CC=C21 (3-amino-2-(1,2,3,4-tetrahydro-quinoline-4-carbonyl)-4,5-dihydro-2H-pyrazolo[3,4-c]pyridin-6(7H)-yl)(phenyl)-methanone